6-((2-(tetrahydro-2H-pyran-4-yl)-2H-indazol-5-yl)oxy)-3,4-dihydroquinolin-2(1H)-one O1CCC(CC1)N1N=C2C=CC(=CC2=C1)OC=1C=C2CCC(NC2=CC1)=O